COC=1C=C(CC2C(NC(N(C2=O)C2=CC=C(C=C2)OC)=O)=O)C=CC1OC 5-(3,4-Dimethoxybenzyl)-1-(4-methoxyphenyl)pyrimidine-2,4,6(1H,3H,5H)-trione